(R)-N-((S)-4,4-dimethoxy-3-oxo-1-(pyrazin-2-yl)butyl)-2-methylpropane-2-sulfinamide COC(C(C[C@@H](C1=NC=CN=C1)N[S@](=O)C(C)(C)C)=O)OC